N(=O)N1CC2C3=C(C(C1)C2)C=C2C(=C3)N=CC=N2 7,8,9,10-tetrahydro-8-nitroso-6,10-Methano-6H-pyrazino[2,3-h][3]benzazepine